6-fluoro-3-(2-nitrovinyl)indole FC1=CC=C2C(=CNC2=C1)C=C[N+](=O)[O-]